2-((2r,5s)-4-(6-cyano-1-methyl-2-oxo-1,2-dihydropyrido[3,2-d]pyrimidin-4-yl)-2,5-diethylpiperazin-1-yl)-N-(2-methoxyethyl)-N-methyl-2-(4-(trifluoromethyl)phenyl)acetamide C(#N)C=1C=CC=2N(C(N=C(C2N1)N1C[C@H](N(C[C@@H]1CC)C(C(=O)N(C)CCOC)C1=CC=C(C=C1)C(F)(F)F)CC)=O)C